C(C)(C)NC=1C2=C(N=C(N1)NC1=C(C=C(C=C1)P1(CCN(CC1)C1COC1)=O)OC)NC=C2C#N 4-(isopropylamino)-2-((2-methoxy-4-(1-(oxetan-3-yl)-4-oxido-1,4-azaphosphinan-4-yl)phenyl)amino)-7H-pyrrolo[2,3-d]pyrimidine-5-carbonitrile